5β-Androstan-3α,17α-diol C[C@@]12[C@@H](CC[C@H]1[C@@H]1CC[C@@H]3C[C@@H](CC[C@]3(C)[C@H]1CC2)O)O